(E)-N,N'-diphenylformamidine C1(=CC=CC=C1)N\C=N\C1=CC=CC=C1